2-((3,5-Dibromo-2-methylpyridin-4-yl)oxy)-N-(2,4-dimethoxybenzyl)-3,3,3-trifluoropropan-1-amine hydrochloride Cl.BrC=1C(=NC=C(C1OC(CNCC1=C(C=C(C=C1)OC)OC)C(F)(F)F)Br)C